(R)-N-(5-((3-(pyrimidin-2-ylmethyl)piperidin-1-yl)methyl)thiazol-2-yl)acetamide N1=C(N=CC=C1)C[C@@H]1CN(CCC1)CC1=CN=C(S1)NC(C)=O